NC1N(CCCC1)C(=O)OC(C)(C)C Tert-butyl amino-piperidine-1-carboxylate